FC(C=1C(=C(C=CC1)[C@@H](C)NC=1C2=C(N=CN1)N(C(C(=C2)C2CCS(CC2)=O)=O)C)F)F 4-[[(1R)-1-[3-(difluoromethyl)-2-fluoro-phenyl]ethyl]amino]-8-methyl-6-(1-oxothian-4-yl)pyrido[2,3-d]pyrimidin-7-one